N-(4-(3-fluorooxetan-3-yl)phenyl)trifluoroacetamide FC1(COC1)C1=CC=C(C=C1)NC(C(F)(F)F)=O